FC1=C(C=CC=C1)C1=C(C(=CN1C(=O)OC(C)(C)C)C(=O)OC)O 1-(tert-butyl) 3-methyl 5-(fluorophenyl)-4-hydroxy-1H-pyrrole-1,3-dicarboxylate